2-((2-(4-fluorophenyl)-5-(trifluoromethyl)-1H-imidazol-1-yl)methyl)phenol FC1=CC=C(C=C1)C=1N(C(=CN1)C(F)(F)F)CC1=C(C=CC=C1)O